C1(CCCCC1)C1=C(C=C(C=C1)C1=NC(=NO1)C1=CC(=C(CN2CC(C2)C(=O)O)C=C1)F)C(F)(F)F 1-(4-(5-(4-cyclohexyl-3-(trifluoromethyl)phenyl)-1,2,4-oxadiazol-3-yl)-2-fluorobenzyl)azetidine-3-carboxylic acid